BrC1CC(C1)C1=CC=C(C=C1)Cl 1-((1R,3R)-3-bromocyclobutyl)-4-chlorobenzene